C(C)(C)(C)OC(=O)N(C1CN(CC1)C=1C2=CN(N=C2C(=CC1)C(=O)O)C)C 4-{3-[(tert-butoxycarbonyl)(methyl)amino]pyrrolidin-1-yl}-2-methylindazole-7-carboxylic acid